BrC1=C(C(=CC=C1)O)C1=C(C2=C(CN3[C@@H](CO2)CN(CC3)C(C=C)=O)C=C1F)F 1-[(12aR)-9-(2-bromo-6-hydroxyphenyl)-8,10-difluoro-3,4,12,12a-tetrahydro-6H-pyrazino[2,1-c][1,4]benzooxazepin-2(1H)-yl]prop-2-en-1-one